N(N)C=1C=CC=C2C=NN(C12)C 7-Hydrazinyl-1-methyl-1H-indazole